CC(C)CCCC(CCCC(CCCC(CCCCC(CCCC(CCCC(CCCC(C)C)C)C)C)C)C)C 2,6,10,14,19,23,27,31-octamethyldotriacontane